2-((5-methylthiazol-2-yl)sulfinyl)-1-(4-(5-(trifluoromethyl)-1,2,4-oxadiazol-3-yl)phenyl)ethan-1-one CC1=CN=C(S1)S(=O)CC(=O)C1=CC=C(C=C1)C1=NOC(=N1)C(F)(F)F